CC(CCCCCCCCCC)OC(=O)OCCCCCCN(CCCCCCCC(=O)OC(CCCCCCCC)CCCCCCCC)CCO heptadecan-9-yl 8-((6-(((dodecan-2-yloxy)carbonyl)oxy)hexyl)(2-hydroxyethyl)amino)octanoate